(2S)-2-amino-2-cyclopropyl-N-[(1S,9S)-4-methoxy-17-methyl-17-azatetracyclo-[7.5.3.01,10.02,7]heptadeca-2(7),3,5-trien-5-yl]acetamide N[C@H](C(=O)NC=1C(=CC=2[C@@]34C([C@H](CC2C1)N(CC4)C)CCCC3)OC)C3CC3